amino-6-(2-methoxy-3-cyanopyridin-5-yl)pyrido[3,4-d]pyrimidine NC=1N=CC2=C(N1)C=NC(=C2)C=2C=C(C(=NC2)OC)C#N